[13C](=O)(N)N urea-13C